4-carboxyl-1,8-naphthalenedicarboxylic anhydride C(=O)(O)C1=CC=C2C3=C(C=CC=C13)C(=O)OC2=O